OC[C@H](C)NCC=1C(=CC(=NC1)C(=O)NC=1C(=C(C=CC1)C1=C(C(=CC=C1)NC(C1=NC=C(C(=C1)OC)CNCCCO)=O)C)C)OC (S)-5-(((1-hydroxypropan-2-yl)amino)methyl)-N-(3'-(5-(((3-hydroxypropyl)amino)methyl)-4-methoxypicolinamido)-2,2'-dimethyl-[1,1'-biphenyl]-3-yl)-4-methoxypicolinamide